FC=1C=CC2=C(N=C(O2)C2CCNCC2)C1 5-fluoro-2-(piperidin-4-yl)-1,3-benzoxazole